NC=1C=C(C=CC1Br)CN(C(=O)C=1C=NC(=CC1)C(F)(F)F)C1=CC=CC=2CCS(C21)(=O)=O N-[(3-amino-4-bromophenyl)methyl]-N-(1,1-dioxo-2,3-dihydro-1λ6-benzothiophen-7-yl)-6-(trifluoromethyl)pyridine-3-carboxamide